(R)-2-(1-(5-(5-(1-(1H-pyrrolo[2,3-b]pyridin-4-yl)ethoxy)-1H-indazol-3-yl)pyridin-2-yl)piperidin-4-yl)propan-2-ol N1C=CC=2C1=NC=CC2[C@@H](C)OC=2C=C1C(=NNC1=CC2)C=2C=CC(=NC2)N2CCC(CC2)C(C)(C)O